1-(4-((5,11-dimethyl-6-oxo-6,11-dihydro-5H-benzo[e]pyrimido[5,4-b][1,4]diazepin-2-yl)amino)-3-ethoxyphenyl)piperidine-4-carboxylic acid CN1C2=C(N(C3=C(C1=O)C=CC=C3)C)N=C(N=C2)NC2=C(C=C(C=C2)N2CCC(CC2)C(=O)O)OCC